N-{[4-(6-methoxynaphthalene-2-sulfonyl)phenyl]methyl}furo[2,3-c]pyridine-2-carboxamide COC=1C=C2C=CC(=CC2=CC1)S(=O)(=O)C1=CC=C(C=C1)CNC(=O)C1=CC=2C(=CN=CC2)O1